CN(C(=O)C1=CNC=2N=CN=C(C21)N[C@H]2CN(CCC2)C(=O)OC(C)(C)C)C (R)-tert-Butyl 3-((5-(dimethylcarbamoyl)-7H-pyrrolo[2,3-d]pyrimidin-4-yl)amino)piperidine-1-carboxylate